2-((1-(4-fluorobenzyl)piperidine-4-yl)methyl)-5-(piperidine-4-yl)-2,3-dihydro-1H-indene FC1=CC=C(CN2CCC(CC2)CC2CC3=CC=C(C=C3C2)C2CCNCC2)C=C1